trimethyl-4-hydroxytryptophan CC([C@](N)(C(=O)O)C)(C1=CNC2=CC=CC(=C12)O)C